C(CCCCCCCCCCCCCCCC)C=1C=CC=CC1 5-heptadecylbenzene